p-methoxybenzenethiol COC1=CC=C(C=C1)S